5-[(3S)-3-aminopyrrolidine-1-carbonyl]-2-[2-fluoro-4-(2-hydroxy-2-methyl-propyl)phenyl]-2-fluoro-benzonitrile N[C@@H]1CN(CC1)C(=O)C=1C=CC(C(C#N)C1)(F)C1=C(C=C(C=C1)CC(C)(C)O)F